C(C)OC(CCN1C(C(N=C(C2=C1C=CC(=C2)Cl)C2=CC=CC=C2)C(CC)CC)=O)=O 3-(7-chloro-2-oxo-3-(pent-3-yl)-5-phenyl-2,3-dihydro-1H-benzo[e][1,4]diazepin-1-yl)propionic acid ethyl ester